ClC=1C=C(C=CC1)C(CO)NC(=O)NC=1C=NN(C1)C1=NC(=NC=C1)NC1CC1 1-(1-(3-chlorophenyl)-2-hydroxyethyl)-3-(1-(2-(cyclopropylamino)pyrimidin-4-yl)-1H-pyrazol-4-yl)urea